N,N'-di(octyldecyl)carbodiimide C(CCCCCCC)C(CCCCCCCCC)N=C=NC(CCCCCCCCC)CCCCCCCC